C(#N)CN1C[C@H]([C@@H](C1)C=1C=NC(=CC1)C)NC(C(COC1=NC=CC=C1C(F)(F)F)(C)C)=O trans-N-(1-(cyanomethyl)-4-(6-methylpyridin-3-yl)pyrrolidin-3-yl)-2,2-dimethyl-3-((3-(trifluoromethyl)pyridin-2-yl)oxy)propionamide